OC=1C=C2C(=CNC2=CC1)CCNC(=O)C1C(NCCC1)=O N-(2-(5-hydroxy-1H-indol-3-yl)ethyl)-2-oxopiperidine-3-carboxamide